BrC1=CC=C(C=C1)OCCCCCCC 1-bromo-4-(heptyloxy)benzene